FC=1C=C2C(=C(N(C2=CC1)C1=CC(=C(C=C1)F)C)C(C)C)S(=O)(=O)CC(C(=O)O)C 3-[5-fluoro-1-(4-fluoro-3-methyl-phenyl)-2-isopropyl-indol-3-yl]sulfonyl-2-methyl-propanoic acid